BrC=1C=CC(=C(C1)C=1N=C2N(C=CN=C2)C1NC1=CC=C(C(=O)O)C=C1)O 4-{[2-(5-bromo-2-hydroxyphenyl)imidazo[1,2-a]pyrazin-3-yl]amino}benzoic acid